BrC=1C=NC(=NC1)N1CCN(CC1)CC(=O)OC(C)(C)C tert-Butyl 2-(4-(5-bromopyrimidin-2-yl)piperazin-1-yl)acetate